Ethyl 2-(2-cyclopropyl-7-methyl-4-oxo-6,7-dihydrothieno[3,2-c]pyridin-5(4H)-yl)acetate C1(CC1)C1=CC=2C(N(CC(C2S1)C)CC(=O)OCC)=O